ClC1=C(C=C(C(=C1)P(=O)(O)O)F)[C@H](C(=O)N[C@@H]1B(OC2=C(C1)C=CC=C2C(=O)O)O)NC(=O)N2C(N(CC2)S(=O)(=O)C)=O (R)-3-((R)-2-(2-chloro-5-fluoro-4-phosphonophenyl)-2-(3-(methylsulfonyl)-2-oxoimidazolidine-1-carboxamido)acetamido)-2-hydroxy-3,4-dihydro-2H-benzo[e][1,2]oxaborinine-8-carboxylic acid